CC1=CC=CC(=N1)C1=NC=CC(=N1)NC1=NC(=NC=C1)NC1=CC=C(C=C1)NS(=O)(=O)N1CCNCC1 N-[4-[[4-[[2-(6-methyl-2-pyridyl)pyrimidin-4-yl]amino]pyrimidin-2-yl]amino]phenyl]piperazine-1-sulfonamide